ClC1=C(C=CC=C1Cl)NC1=CC(=NC=N1)N1C[C@H]([C@@H](CC1)N1CC2=CC=CC=C2CC1)O trans-1-(6-((2,3-dichlorophenyl)amino)pyrimidin-4-yl)-4-(3,4-dihydroisoquinolin-2(1H)-yl)piperidin-3-ol